(R or S)-N-(bis(4-chlorophenyl)methyl)-3-(2-hydroxyethyl)-2-oxoimidazolidine-4-carboxamide ClC1=CC=C(C=C1)C(NC(=O)[C@@H]1N(C(NC1)=O)CCO)C1=CC=C(C=C1)Cl |o1:11|